ClC=1SC(=CC1S(=O)(=O)NC(=N)[C@H]1N2C(N([C@H](CC1)C2)O)=O)Cl (2S,5R)-N-((2,5-dichlorothiophen-3-yl)sulfonyl)-6-hydroxy-7-oxo-1,6-diazabicyclo[3.2.1]octane-2-carboximidamide